8-bromo-3-methylpyrazolo[1,5-a]Quinoxaline-4(5H)-one BrC1=CC=C2NC(C=3N(C2=C1)N=CC3C)=O